CC1=C(C(=CC(=C1)C)C)N1CNC=C1 2,3-dihydro-1-(2,4,6-trimethylphenyl)-1H-imidazole